FC(C=1C(=C(C=CC1)[C@@H](C)NC1=C(C(=NC(=N1)OC)C(C(=O)NC1=C(C=NC=C1)C)C)C1OCCO1)F)F 2-(6-(((R)-1-(3-(difluoromethyl)-2-fluorophenyl)ethyl)amino)-5-(1,3-dioxolan-2-yl)-2-methoxypyrimidin-4-yl)-N-(3-methylpyridin-4-yl)propionamide